(±)-1-(2-chloro-3-(2,2,2-trifluoroethoxy)phenyl)ethan-1-amine ClC1=C(C=CC=C1OCC(F)(F)F)[C@@H](C)N |r|